2-(1-oxoisoindolin-2-yl)propionic acid O=C1N(CC2=CC=CC=C12)C(C(=O)O)C